BrCCCCCCOC(O[Si](OCC(CCCCCCCC)CCCCCC)(C)C)CCCCCCC 1-bromo-8-heptyl-13-hexyl-10,10-dimethyl-7,9,11-trioxa-10-silahenicosane